ClC12C(C=C(C3C1S3)Cl)S2 2,5-dichlorobenzene disulfide